O[C@@H]1C[C@H](N(C1)C([C@H](C(C)(C)C)NC(OC(C)(C)C)=O)=O)C(N[C@@H](C)C1=CC=C(C=C1)C1=C(N=CS1)CO)=O tert-butyl ((S)-1-((2S,4R)-4-hydroxy-2-(((S)-1-(4-(4-(hydroxymethyl)thiazol-5-yl)phenyl)ethyl)carbamoyl)pyrrolidin-1-yl)-3,3-dimethyl-1-oxobutan-2-yl)carbamate